[N+](=O)([O-])C(CC1=CC=C2C=CC=NC2=C1)C 7-(2-nitropropyl)quinoline